C(CCCCCCCCCCC)[SiH2]O[SiH2]O[SiH2]O[SiH2]O[SiH3] dodecylpenta-siloxane